C(C)OC1=NC=CC=C1C=1C=C(C2=C(N1)N(N=C2C(C)C)C)NCC=2N=NN(C2)C 6-(2-ethoxy-3-pyridyl)-3-isopropyl-1-methyl-N-[(1-methyltriazol-4-yl)methyl]pyrazolo[3,4-b]pyridin-4-amine